ClC1=CC=C(OC2=C(C=C(C=C2F)S(=O)(=O)N2C3(CN(CC2CC3)C(=O)OCCOC)C(NO)=O)F)C=C1 2-methoxyethyl 8-((4-(4-chlorophenoxy)-3,5-difluoro-phenyl)sulfonyl)-1-(hydroxycarbamoyl)-3,8-diazabicyclo[3.2.1]octane-3-carboxylate